[Co].CP(=O)(C)C=1C=CC(=C(C(=O)N(C)C)C1)NCC#C 5-(dimethylphosphoryl)-N,N-dimethyl-2-(prop-2-yn-1-ylamino)benzamide cobalt